NCC(=O)OC(C)(C)C tertiary butyl aminoacetate